N-(2-Chloro-3-{(4S)-2-imino-4-methyl-1-[(2R*,4R*)-2-methyl-tetrahydropyran-4-yl]-6-oxo-hexahydropyrimidin-4-yl}phenyl)-quinoxaline-2-carboxamide trifluoroacetic acid salt FC(C(=O)O)(F)F.ClC1=C(C=CC=C1[C@]1(NC(N(C(C1)=O)[C@H]1C[C@H](OCC1)C)=N)C)NC(=O)C1=NC2=CC=CC=C2N=C1 |o1:21,23|